(1R,3R)-trifluoroacetic acid FC(C(=O)O)(F)F